(6-methoxybenzofuran-7-yl)boric acid COC1=C(C2=C(C=CO2)C=C1)OB(O)O